[B].[Sn].[Si] silicon tin boron